N-(2-(2-(((5-fluoropyridin-3-yl)methyl)amino)-5-oxo-5,7-dihydro-6H-pyrrolo[3,4-b]pyridin-6-yl)ethyl)acetamide FC=1C=C(C=NC1)CNC1=CC=C2C(=N1)CN(C2=O)CCNC(C)=O